1-naphthyl dichlorophosphate P(=O)(OC1=CC=CC2=CC=CC=C12)(Cl)Cl